methyl 4-oxo-4-[[2-(3-[[(4R)-2,2,5,5-tetramethyl-1,3-dioxan-4-yl]formamido]propanamido)ethyl]sulfanyl]butanoate O=C(CCC(=O)OC)SCCNC(CCNC(=O)[C@@H]1OC(OCC1(C)C)(C)C)=O